(R)-5-(4-(6-((4-cyano-2-fluorobenzyl)oxy)pyridin-2-yl)piperidin-1-yl)-1,2,4,5-tetrahydrobenzo[4,5]imidazo[1,2-d][1,4]oxazepine-9-carboxylic acid C(#N)C1=CC(=C(COC2=CC=CC(=N2)C2CCN(CC2)[C@@H]2C=3N(CCOC2)C2=C(N3)C=CC(=C2)C(=O)O)C=C1)F